1-{1-[4-chloro-4'-(4-isobutyrylpiperazin-1-yl)[biphenyl]-2-yl]piperidin-3-yl}-5-(difluoromethyl)-1H-pyrazole-4-carboxylic acid ClC1=CC(=C(C=C1)C1=CC=C(C=C1)N1CCN(CC1)C(C(C)C)=O)N1CC(CCC1)N1N=CC(=C1C(F)F)C(=O)O